N[C@]1(CN(CC1)C1=C(C(=CC(=C1)Cl)Br)CN1C2=NC=NC(=C2N=C1)N)C(=O)OCC Ethyl (R)-3-Amino-1-(2-((6-Amino-9H-purin-9-yl)methyl)-3-bromo-5-chlorophenyl)pyrrolidin-3-carboxylat